1,5-PentaneDiol C(CCCCO)O